(5-(6-chloro-2,2-difluorobenzo[d][1,3]dioxolan-5-yl)pyrazin-2-yl)-2-fluoro-6-methylbenzamide ClC=1C(=CC2=C(OC(O2)(F)F)C1)C=1N=CC(=NC1)C=1C(=C(C(=O)N)C(=CC1)C)F